C(C(C)C)OC1=C(C(=O)ON2C(CCC2=O)=O)C=CC=C1 2,5-dioxopyrrolidin-1-yl 2-isobutoxybenzoate